C(C)C1=C(C=CC=C1)/C(/C)=N/O (E)-1-(2-ethylphenyl)ethan-1-one oxime